N1(CCCCCC1)C1=NN=C(S1)NC(CN(C=1C2=C(N=C(N1)C1=NC=CC=C1)CCC2)C)=O N-[5-(azepan-1-yl)-1,3,4-thiadiazol-2-yl]-2-[methyl[2-(pyridin-2-yl)-5H,6H,7H-cyclopenta[d]pyrimidin-4-yl]amino]acetamide